(1S,3S)-3-((6-(5-(((3,3-dimethylpiperidin-1-carbonyl)oxy)methyl)-1-methyl-1H-1,2,3-triazol-4-yl)-2-methylpyridin-3-yl)oxy)cyclohexane-1-carboxylic acid CC1(CN(CCC1)C(=O)OCC1=C(N=NN1C)C1=CC=C(C(=N1)C)O[C@@H]1C[C@H](CCC1)C(=O)O)C